N-[1-(4-Chloro-3-cyano-1H-indol-7-yl)piperidin-4-yl]-4-[4-({4-[4-(2,4-dioxo-1,3-diazinan-1-yl)-1H-indol-1-yl]piperidin-1-yl}methyl)piperidin-1-yl]-2-fluorobenzamide ClC1=C2C(=CNC2=C(C=C1)N1CCC(CC1)NC(C1=C(C=C(C=C1)N1CCC(CC1)CN1CCC(CC1)N1C=CC2=C(C=CC=C12)N1C(NC(CC1)=O)=O)F)=O)C#N